(1R,2S,5S)-3-((S)-3,3-dimethyl-2-(oxazole-5-carboxamido)butanoyl)-6,6-dimethyl-3-azabicyclo[3.1.0]hexane-2-carboxylic acid CC([C@@H](C(=O)N1[C@@H]([C@H]2C([C@H]2C1)(C)C)C(=O)O)NC(=O)C1=CN=CO1)(C)C